[I-].C(C)N1C=[N+](C2=C1C=C(C=C2)OC)CC 1,3-diethyl-6-methoxy-1H-1,3-benzodiazol-3-ium iodide